2-cyclohexyl-4-methyl-6-phenyl-1H-pyrrolo[3,4-c]pyridine-1,3(2H)-dione C1(CCCCC1)N1C(C=2C(=NC(=CC2C1=O)C1=CC=CC=C1)C)=O